pentyl 2-(formyloxy)acetate C(=O)OCC(=O)OCCCCC